BrC1=NC(=CC2=C1OCC(O2)CN2CC(C2)(F)F)SC 5-bromo-2-((3,3-difluoroazetidine-1-yl)methyl)-7-(methylthio)-2,3-dihydro-[1,4]dioxino[2,3-c]pyridine